C(C)(C)N.C(CCCCCCCCCCC)C1=C(C=CC=C1)S(=O)(=O)O dodecylbenzenesulphonic acid compound with isopropylamine